FC1=C(C=CC2=C1N(C(=N2)C2=CC=C(C=C2)S(=O)(=O)C)C)C2C[C@@H](N(CC2)C2CCNCC2)C2COC2 7-fluoro-1-methyl-2-(4-(methylsulfonyl)phenyl)-6-(r-(oxetan-3-yl)-[1,4'-bipiperidin]-4-yl)-1H-benzo[d]imidazole